4-(pentafluoro-λ6-sulfanyl)-N-[trans-4-{4-[8-methyl-3-(propan-2-yl)imidazo[1,2-a]pyridin-6-yl]benzenesulfonyl}cyclohexyl]aniline FS(C1=CC=C(N[C@@H]2CC[C@H](CC2)S(=O)(=O)C2=CC=C(C=C2)C=2C=C(C=3N(C2)C(=CN3)C(C)C)C)C=C1)(F)(F)(F)F